C(C)[C@H]1N(CCN(C1)C1=C2C=CN=NC2=C(C=C1)C(NC=1C=C(C=2N(C1)C=C(N2)C)F)=O)C(=O)OC(C)(C)C tert-butyl (2R)-2-ethyl-4-[8-([8-fluoro-2-methylimidazo[1,2-a]pyridin-6-yl]carbamoyl)-cinnolin-5-yl]piperazine-1-carboxylate